C(CCC(=O)C)(=O)OCCCC Levulinic acid, butyl ester